1-(4-(piperidin-1-yl)phenyl)-1H-pyrrole-2,5-dione N1(CCCCC1)C1=CC=C(C=C1)N1C(C=CC1=O)=O